methyl 6-((1-(tert-butoxycarbonyl) piperidin-4-yl) amino)-2-methoxypyrimidine-4-carboxylate C(C)(C)(C)OC(=O)N1CCC(CC1)NC1=CC(=NC(=N1)OC)C(=O)OC